5-carbamoyl-4-((triisopropylsilyl)ethynyl)-1H-pyrrole C(N)(=O)C1=C(C=CN1)C#C[Si](C(C)C)(C(C)C)C(C)C